4-((1R,5R)-2,6-diazabicyclo[3.2.0]heptan-6-yl)-3-chloro-8-fluoro-7-(8-((triisopropylsilyl)ethynyl)naphthalen-1-yl)-1,6-naphthyridine [C@@H]12NCC[C@H]2N(C1)C1=C(C=NC2=C(C(=NC=C12)C1=CC=CC2=CC=CC(=C12)C#C[Si](C(C)C)(C(C)C)C(C)C)F)Cl